1-(2-Fluoropyridin-3-yl)-2-methylpropan-2-ol FC1=NC=CC=C1CC(C)(O)C